oxyamine C[N+](CCCl)(CCCl)[O-].Cl